COC(CC1=NC(=C(C(=N1)Cl)OC)Cl)=O (4,6-dichloro-5-methoxypyrimidin-2-yl)acetic acid methyl ester